(R)-2-((S)-2-amino-N-benzylbutyrylamino)butanoic acid methyl ester COC([C@@H](CC)NC([C@H](CCCC1=CC=CC=C1)N)=O)=O